C(C1=CC=CC=C1)(=O)OC1=C(C=C(C=C1)CC)OCC 2-ethoxy-4-ethylphenyl benzoate